2-chloro-N-(3,5-difluoro-4-methoxyphenyl)acetamide ClCC(=O)NC1=CC(=C(C(=C1)F)OC)F